2,9-bis-(3,5-di-tert-butyl-4-methoxyphenyl)-1,10-phenanthroline C(C)(C)(C)C=1C=C(C=C(C1OC)C(C)(C)C)C1=NC2=C3N=C(C=CC3=CC=C2C=C1)C1=CC(=C(C(=C1)C(C)(C)C)OC)C(C)(C)C